5-Bromo-isophthalic acid ethyl ester C(C)OC(C1=CC(C(=O)O)=CC(=C1)Br)=O